6-(4-azaspiro[2.5]octan-7-yl)-2-(2,8-dimethylimidazo[1,2-b]pyridazin-6-yl)pyrido[2,3-d]pyridazin-5-one C1CC12NCCC(C2)N2N=CC1=C(C2=O)C=CC(=N1)C=1C=C(C=2N(N1)C=C(N2)C)C